ClC1=NC=C(C(=C1)N1C(C=C(C=C1C)OCC1=CC=C(C=C1)OC)=O)C 2'-chloro-4-((4-methoxybenzyl)oxy)-5',6-dimethyl-2H-[1,4'-bipyridinyl]-2-one